FC1CN(CCC1NC1=NN2C(C=N1)=C(N=C2C(C)C)C(F)(F)F)S(=O)(=O)C 3-fluoro-N-[7-isopropyl-5-(trifluoromethyl)imidazo[4,3-f][1,2,4]triazin-2-yl]-1-methanesulfonylpiperidin-4-amine